2-(methylsulfonyl)pyrimidine-5-carboxamide CS(=O)(=O)C1=NC=C(C=N1)C(=O)N